(1S,2S)-N-(6-(7-(1-((tert-butylsulfinyl)amino)ethyl)-6-fluoro-5-(trifluoromethyl)-1H-indazol-4-yl)imidazo[1,2-a]pyrazin-2-yl)-2-fluorocyclopropane-1-carboxamide C(C)(C)(C)S(=O)NC(C)C=1C(=C(C(=C2C=NNC12)C=1N=CC=2N(C1)C=C(N2)NC(=O)[C@H]2[C@H](C2)F)C(F)(F)F)F